N-(5-methoxy-4-((E)-2-(trans-4-(trifluoromethyl)-cyclohexyl)vinyl)pyridin-2-yl)acrylamide COC=1C(=CC(=NC1)NC(C=C)=O)\C=C\[C@@H]1CC[C@H](CC1)C(F)(F)F